C(C)(C)(C)OC(=O)N1N=C(C(=C1N(C(=O)OC(C)(C)C)C(=O)OC(C)(C)C)I)C1=C(C=CC=C1)Cl 5-[bis(t-butoxycarbonyl)amino]-3-(2-chlorophenyl)-4-iodo-pyrazole-1-carboxylic acid tert-butyl ester